C(C)N1CCN(CC1)C1=NC=C(C=C1NS(=O)(=O)CC1=CC=CC=C1)C(=O)N1CCC(CC1)C1=CC=C(C=C1)OC=1N=NC(=CC1)C(F)(F)F N-(2-(4-ethylpiperazin-1-yl)-5-(4-(4-((6-(trifluoromethyl)pyridazin-3-yl)oxy)phenyl)piperidine-1-carbonyl)pyridin-3-yl)-1-phenylmethanesulfonamide